CN1C(N(C2=C1C(=CC=C2)C#CCN2CCC1(CN(C1)C(C(F)(F)F)=O)CC2)C2C(NC(CC2)=O)=O)=O 3-(3-methyl-2-oxo-4-(3-(2-(2,2,2-trifluoroacetyl)-2,7-diazaspiro[3.5]nonan-7-yl)prop-1-yn-1-yl)-2,3-dihydro-1H-benzo[d]imidazol-1-yl)piperidine-2,6-dione